(2R,4R)-N1-(5-chloropyridin-2-yl)-N2-(5-((+)-(3-cyanophenyl)(cyclopropylmethylamino)methyl)-2-fluorophenyl)-4-ethoxypyrrolidine-1,2-dicarboxamide ClC=1C=CC(=NC1)NC(=O)N1[C@H](C[C@H](C1)OCC)C(=O)NC1=C(C=CC(=C1)C(NCC1CC1)C1=CC(=CC=C1)C#N)F